5-(2-Fluoro-4-iodo-phenylamino)-imidazo[1,5-a]pyridine-6-carboxylic acid ((S)-2-hydroxy-propoxy)-amide O[C@H](CONC(=O)C=1C=CC=2N(C1NC1=C(C=C(C=C1)I)F)C=NC2)C